ClC1=C(C=CC=C1)C1=NC2=C(CN(CC2)C2CC=3C=C(N=CC3CC2)C)N1 6-(2-(2-chlorophenyl)-3,4,6,7-tetrahydro-5H-imidazo[4,5-c]pyridin-5-yl)-3-methyl-5,6,7,8-tetrahydroisoquinoline